tert-butyl N-[[1-(2,6-dioxo-3-piperidyl)-3-methyl-2-oxo-benzimidazol-4-yl]methyl]carbamate O=C1NC(CCC1N1C(N(C2=C1C=CC=C2CNC(OC(C)(C)C)=O)C)=O)=O